CP(C1=C2N=CC=NC2=CC=C1NC=1C2=C(N=C(N1)NC1=CC(=C(C=3OCOC31)N3CCN(CC3)C)C=3C=NN(C3)C)NC=C2)(C)=O Dimethyl(6-((2-((6-(1-methyl-1H-pyrazol-4-yl)-7-(4-methylpiperazin-1-yl)benzo[d][1,3]Dioxol-4-yl)amino)-7H-pyrrolo[2,3-d]pyrimidin-4-yl)amino)quinoxalin-5-yl)phosphine oxide